FC=1C(=NC=CC1)CNC1=NS(C2=C(N1)C(=CC=C2)OC2=CC=C(C#N)C=C2)(=O)=O 4-((3-(((3-fluoropyridin-2-yl)methyl)amino)-1,1-dioxido-4H-benzo[e][1,2,4]thiadiazin-5-yl)oxy)benzonitrile